Sodium (2S)-2-((2S)-2-(((2-(3-chlorophenyl)-1-phenylethoxy)carbonyl)amino)-3-cyclohexylpropanamido)-1-hydroxy-3-((S)-2-oxopyrrolidin-3-yl)propane-1-sulfonate ClC=1C=C(C=CC1)CC(OC(=O)N[C@H](C(=O)N[C@H](C(S(=O)(=O)[O-])O)C[C@H]1C(NCC1)=O)CC1CCCCC1)C1=CC=CC=C1.[Na+]